C(CCCCCCCCCCCCCCCCC)(=O)NCCCCCCC(=O)O 7-stearamidoheptanoic acid